C(C)N1CCC(CC1)(C(=O)NC=1N=CC2=CC=C(C=C2C1)C1=CN=CS1)F 1-ethyl-4-fluoro-N-(6-(thiazol-5-yl)isoquinolin-3-yl)piperidine-4-carboxamide